N-(5-(N-(2-cyclopropyl-6-methylphenyl)sulfamoyl)-6-methoxypyridin-3-yl)-2-phenyloxazole-4-carboxamide C1(CC1)C1=C(C(=CC=C1)C)NS(=O)(=O)C=1C=C(C=NC1OC)NC(=O)C=1N=C(OC1)C1=CC=CC=C1